ClC1C(C(C(C(N1)SCC1=CC=C(C=C1)N(S(=O)(=O)C)C)C#N)CC)C#N N-(4-(((6-chloro-3,5-dicyano-4-ethylpiperidin-2-yl)thio)methyl)phenyl)-N-methylmethanesulfonamide